3-aminopentanenitrile NC(CC#N)CC